tert-Butyl 2-((1-(2,6-dioxopiperidin-3-yl)-4-methyl-2-oxo-1,2-dihydroquinolin-7-yl)oxy)acetate O=C1NC(CCC1N1C(C=C(C2=CC=C(C=C12)OCC(=O)OC(C)(C)C)C)=O)=O